(R)-1-(4-((3-aminopiperidin-1-yl)methyl)piperidin-1-yl)prop-2-en-1-one N[C@H]1CN(CCC1)CC1CCN(CC1)C(C=C)=O